FC(C1=NN=C(O1)C1=CC=C(CN2N=C(N=N2)C=2C=C(C=CC2)NC(=O)N2CCOCC2)C=C1)F N-(3-(2-(4-(5-(difluoromethyl)-1,3,4-oxadiazol-2-yl)benzyl)-2H-tetrazol-5-yl)phenyl)morpholine-4-carboxamide